The molecule is a CDP-diacylglycerol(2-) obtained by deprotonation of the diphosphate OH groups of CDP-1-stearoyl-2-docosahexaenoyl-sn-glycerol; major species at pH 7.3. It is a conjugate base of a CDP-1-stearoyl-2-(4Z,7Z,10Z,13Z,16Z,19Z)-docosahexaenoyl-sn-glycerol. CCCCCCCCCCCCCCCCCC(=O)OC[C@H](COP(=O)([O-])OP(=O)([O-])OC[C@@H]1[C@H]([C@H]([C@@H](O1)N2C=CC(=NC2=O)N)O)O)OC(=O)CC/C=C\\C/C=C\\C/C=C\\C/C=C\\C/C=C\\C/C=C\\CC